S[C@H]1[C@@H](CCCC1)O trans-2-sulfanylcyclohexanol